N4-(3-tert-Butyl-1H-pyrazol-5-yl)-5-chloro-N2-(1-phenylethyl)pyrimidine-2,4-diamine C(C)(C)(C)C1=NNC(=C1)NC1=NC(=NC=C1Cl)NC(C)C1=CC=CC=C1